The molecule is a steroid phosphate that is the 21-O-phospho derivative of cortisol. It is a cortisol ester, a steroid phosphate, an 11beta-hydroxy steroid, a 3-oxo-Delta(4) steroid, a 17alpha-hydroxy steroid and a tertiary alpha-hydroxy ketone. It is a conjugate acid of a cortisol phosphate(2-). C[C@]12CCC(=O)C=C1CC[C@@H]3[C@@H]2[C@H](C[C@]4([C@H]3CC[C@@]4(C(=O)COP(=O)(O)O)O)C)O